lithium boron water O.[B].[Li]